1-((2S,5R)-5-((5-((S)-2,2-difluoro-3,3-dimethylcyclopropyl)-7H-pyrrolo[2,3-d]pyrimidin-4-yl)amino)-2-methylpiperidin-1-yl)prop-2-en-1-one FC1([C@H](C1(C)C)C1=CNC=2N=CN=C(C21)N[C@@H]2CC[C@@H](N(C2)C(C=C)=O)C)F